C(C(C)C)N1COCCC1 N-isobutyl-1,3-oxazinane